6-((3-methoxy-4-((4-methoxybenzyl)oxy)phenyl)amino)-3-(prop-1-en-2-yl)quinoxaline-5-carbonitrile COC=1C=C(C=CC1OCC1=CC=C(C=C1)OC)NC1=C(C=2N=C(C=NC2C=C1)C(=C)C)C#N